FC=1C=C2C(=NNC2=CC1OCCOC)C1=CC(=NO1)C1=CC=C(C(=O)N2C3(COC3)COCC2)C=C1 5-(4-{5-[5-fluoro-6-(2-methoxyethoxy)-1H-indazol-3-yl]-1,2-oxazol-3-yl}benzoyl)-2,8-dioxa-5-azaspiro[3.5]nonane